CC1(C(=C(C(=C1)C)C)C)[Ti](N(C)CC)(N(C)CC)N(CC)C (1,2,3,4-tetramethylcyclopentadienyl)tris(methylethylamino)titanium